(1R,4R,5S)-2-benzyl-4-(3-chlorophenoxy)-2-azabicyclo[3.2.1]octane C(C1=CC=CC=C1)N1[C@@H]2CC[C@H]([C@H](C1)OC1=CC(=CC=C1)Cl)C2